C(C)(=O)[C@H]1N(C[C@H](C1)C1=C(C(=CC=C1OC)Cl)Cl)C(=O)OC(C)(C)C tert-butyl (2S,4R)-2-acetyl-4-(2,3-dichloro-6-methoxyphenyl)pyrrolidine-1-carboxylate